CC(C(C)O)CC1=C(C=CC=C1)C 3-methyl-4-(2-methylphenyl)-2-butanol